ClC1=NC=CC(=C1[N+](=O)[O-])NC(C(F)(F)F)C 2-chloro-3-nitro-N-(1,1,1-trifluoropropan-2-yl)pyridin-4-amine